NC=1C=C(OC2CN(C2)C(=O)OC(C)(C)C)C=C(C1)C(F)(F)F tert-butyl 3-(3-amino-5-(trifluoromethyl)phenoxy)azetidine-1-carboxylate